FC1=CC=C(C=C1)C1=CC=C(C=C1)NC1=CC=C(CN(C(CN2CCN(CC2)C)=O)O)C=C1 N-(4-((4'-fluoro-[1,1'-biphenyl]-4-yl)amino)benzyl)-N-hydroxy-2-(4-methylpiperazin-1-yl)acetamide